[N+](=O)([O-])C1=CC=C(CCN)C=C1 Para-nitrophenethylamine